perfluorovaleric acid anion FC(C(=O)[O-])(C(C(C(F)(F)F)(F)F)(F)F)F